(R)-5-chloro-3-(1-(pyridin-2-yl)ethyl)-3H-[1,2,3]triazolo[4,5-d]pyrimidine ClC=1N=CC2=C(N1)N(N=N2)[C@H](C)C2=NC=CC=C2